(R)-N-((1R,2R)-1-(2,3-dihydrobenzo[b][1,4]dioxin-6-yl)-1-hydroxy-3-(pyrrolidin-1-yl)propan-2-yl)-1-(quinoxalin-6-yl)pyrrolidine-3-carboxamide O1C2=C(OCC1)C=C(C=C2)[C@H]([C@@H](CN2CCCC2)NC(=O)[C@H]2CN(CC2)C=2C=C1N=CC=NC1=CC2)O